C(C)(=O)C1=NC=C(C(=C1)N1C(C(=C(C=C1C)OC([2H])C1=NC=C(C=C1F)F)Cl)=O)C (P)-2'-acetyl-3-chloro-4-((3,5-difluoropyridin-2-yl)methoxy-d)-5',6-dimethyl-2H-[1,4'-bipyridin]-2-one